C(#N)CC1=C2CC(CN(C2=CC=C1)C1=CC=C(C=C1)C(F)(F)F)NC(C=C)=O N-(5-(cyanomethyl)-1-(4-(trifluoromethyl)phenyl)-1,2,3,4-tetrahydroquinolin-3-yl)acrylamide